ethyl 2-(2-methoxy-4-(methoxycarbonylamino)phenyl)acetate COC1=C(C=CC(=C1)NC(=O)OC)CC(=O)OCC